2-butyl-7-isopropyl-1-(4-methoxybenzyl)-1H-imidazo[4,5-d]pyridazin-4-amine C(CCC)C1=NC=2C(=C(N=NC2N)C(C)C)N1CC1=CC=C(C=C1)OC